ClC1=CC2=C(C=N1)C(=NN2C=2C(=CC1=C(OCCN1C(=O)OC(C)(C)C)C2)OC)N2C(NCC2)=O tert-Butyl 7-(6-chloro-3-(2-oxoimidazolidin-1-yl)-1H-pyrazolo[4,3-c]pyridin-1-yl)-6-methoxy-2,3-dihydro-4H-benzo[b][1,4]oxazine-4-carboxylate